C(C(C)C)OC1=CC(=NN1)N1C(C2=CC=CC=C2C1=O)=O 2-(5-isobutoxy-1H-pyrazol-3-yl)isoindoline-1,3-dione